aminobutyric acid dimethyl acetal COC(C(CC)N)(O)OC